1-(3-fluoro-5-(5-(3-(methylsulfonyl)phenyl)-1H-pyrazolo[3,4-b]pyridin-3-yl)phenyl)-3-(pyridin-4-yl)urea FC=1C=C(C=C(C1)C1=NNC2=NC=C(C=C21)C2=CC(=CC=C2)S(=O)(=O)C)NC(=O)NC2=CC=NC=C2